(4-methylpiperazin-1-yl)(3-(3-(piperidine-1-carbonyl)pyrazolo[1,5-a]pyridin-5-yl)-1H-pyrrolo[2,3-b]pyridin-5-yl)methanone CN1CCN(CC1)C(=O)C=1C=C2C(=NC1)NC=C2C2=CC=1N(C=C2)N=CC1C(=O)N1CCCCC1